Methyl (S)-1-((S)-2-(4-aminophenyl)-1-(4-ethylthiazol-2-yl)ethylamino)-1-oxo-3-phenylpropan-2-ylcarbamate NC1=CC=C(C=C1)C[C@@H](C=1SC=C(N1)CC)NC([C@H](CC1=CC=CC=C1)NC(OC)=O)=O